FCC(CN(CCC(C(=O)O)NC(=O)C1(CC1)C=1C(=NC=C(C1)F)C)CCCCC1=NC=2NCCCC2C=C1)OC 4-[[3-fluoro-2-methoxy-propyl]-[4-(5,6,7,8-tetrahydro-1,8-naphthyridin-2-yl)butyl]amino]-2-[[1-(5-fluoro-2-methyl-3-pyridyl)cyclopropanecarbonyl]amino]butanoic acid